4-CHLOROCINNAMALDEHYDE ClC1=CC=C(C=CC=O)C=C1